[(1R,2S)-1-methyl-2-[[(1R,3S,5S)-1,2,2-trimethyl-3-bicyclo[3.1.0]hexanyl]-methyl]cyclopropyl]methanol C[C@@]1([C@H](C1)C[C@H]1C([C@@]2(C[C@@H]2C1)C)(C)C)CO